C(C)(C)(C)N(C(O)=O)CCOC1=CC(=CC(=C1)C)F.N1=C(C=CC=C1)N1C=CC2=CC=CC=C12 1-(pyridin-2-yl)indole tert-butyl-(2-(3-fluoro-5-methylphenoxy)ethyl)carbamate